tert-Butyl exo-3-((4-((4-([1,2,4]triazolo[1,5-a]pyridin-7-yloxy)-3-methylphenyl)amino)-8,9-dihydrofuro[2,3-h]quinazolin-6-yl)oxy)-8-azabicyclo[3.2.1]octane-8-carboxylate N=1C=NN2C1C=C(C=C2)OC2=C(C=C(C=C2)NC2=NC=NC1=C3C(=C(C=C21)OC2CC1CCC(C2)N1C(=O)OC(C)(C)C)OCC3)C